O1COC2=C1C=CC(=C2)/C=C/C(=O)N(C2CSCC2)C2=NC=CC=C2 (E)-3-(1,3-benzodioxol-5-yl)-N-(2-pyridyl)-N-tetra-hydrothiophen-3-yl-prop-2-enamide